C(C)C1(CCCC1)O 1-1-ethyl-cyclopentanol